C(C)(C)(C)OC(=O)N1CCC2(CC1)C(NC1=CC(=CC=C12)Br)=O 6-bromo-2-oxospiro[indoline-3,4'-piperidine]-1'-carboxylic acid tert-butyl ester